C(CC\C=C\CCCC\C=C/CCC)OC(C)=O acetic acid-(E,Z)-4,10-tetradecadienyl ester